C(#N)C=1C=CC=2N(C1)C=C(N2)CNC(OC(C)(C)C)=O tert-butyl N-[(6-cyanoimidazo[1,2-a]pyridin-2-yl)methyl]carbamate